2-[2-(2-isopropoxy-1-methyl-ethoxy)-1-methyl-ethoxy]-2-methyl-propane C(C)(C)OCC(OCC(OC(C)(C)C)C)C